ClC1=NC(=CC(=C1)C1(CC(C1)C)C1=NN=CN1C)Cl 2,6-dichloro-4-[(1r,3s)-3-methyl-1-(4-methyl-1,2,4-triazol-3-yl)cyclobutyl]pyridine